N'-[(2S,3R)-4,4-difluoro-2-[(2-fluoro-[1,1'-biphenyl]-3-yl)methyl]-1-(2-methylpropanoyl)pyrrolidin-3-yl]-N,N-dimethylsulfuric diamide FC1([C@@H]([C@@H](N(C1)C(C(C)C)=O)CC=1C(=C(C=CC1)C1=CC=CC=C1)F)NS(N(C)C)(=O)=O)F